N-(3,3-difluorocyclobutyl)-5-[3-(difluoromethoxy)-5-fluorophenyl]-6-methylpyridine-3-carboxamide FC1(CC(C1)NC(=O)C=1C=NC(=C(C1)C1=CC(=CC(=C1)F)OC(F)F)C)F